2-methyl-N-(2-oxo-2-(4-(5-(trifluoromethyl)-1,2,4-oxadiazol-3-yl)phenyl)ethyl)propane-2-sulfonamide CC(C)(C)S(=O)(=O)NCC(C1=CC=C(C=C1)C1=NOC(=N1)C(F)(F)F)=O